[Au].[Pd].[Ni] nickel-palladium gold